2-(3,9-diazabicyclo[3.3.1]nonan-3-yl)-5-chloro-7-(1H-pyrazol-1-yl)-4-(trifluoromethyl)benzo[d]oxazole C12CN(CC(CCC1)N2)C=2OC1=C(N2)C(=C(C=C1N1N=CC=C1)Cl)C(F)(F)F